Diphenyl-isobenzofuran C1(=CC=CC=C1)C=1OC(=C2C=CC=CC12)C1=CC=CC=C1